C(C)(C)(C)C1N(CCN(C1)S(=O)(=O)N1C=NC=C1)C(=O)O.CC1(OC=2C(C1)C(C(=C(C2C)C)S(=O)(=O)N[C@@H](CCCNC(N)=N)C(=O)O)C)C 2,2,4,6,7-pentamethyl-dihydrobenzofuran-5-sulfonyl-L-arginine Tert-Butyl-4-((1H-Imidazol-1-Yl)Sulfonyl)Piperazine-1-Carboxylate